6-bromo-5-((3-(difluoromethyl)-4-fluorobenzyl)amino)-N-methylpyrazine-2-sulfonamide BrC1=C(N=CC(=N1)S(=O)(=O)NC)NCC1=CC(=C(C=C1)F)C(F)F